BrC=1C=C2CCN(C(C2=C(C1)OC(F)F)=O)CC(F)F 6-bromo-2-(2,2-difluoroethyl)-8-(difluoromethoxy)-3,4-dihydroisoquinolin-1-one